FC(C=1C=C(C=C(C1)C(F)(F)F)[B-](C1=CC(=CC(=C1)C(F)(F)F)C(F)(F)F)(C1=CC(=CC(=C1)C(F)(F)F)C(F)(F)F)C1=CC(=CC(=C1)C(F)(F)F)C(F)(F)F)(F)F.C(CC)[N+](C1=CC=CC=C1)(CCC)CCC tripropylanilinium tetrakis(3,5-bis(trifluoromethyl)phenyl)borate